CC(CC(C)(C)C)(C)C1=C(C=CC=C1)O 1,1,3,3-Tetramethylbutyl-phenol